C(C)(C)(C)OC(NCC1=CC=C(C=C1)C=1N(N=C2C1N=CN(C2=O)CC2(CCN(CC2)CC=2C=CC(=C1C=CNC21)F)O)C)=O (4-(6-((1-((4-fluoro-1H-indol-7-yl)methyl)-4-hydroxypiperidin-4-yl)methyl)-2-methyl-7-oxo-6,7-dihydro-2H-pyrazolo[4,3-d]pyrimidin-3-yl)benzyl)carbamic acid tert-butyl ester